N[C@H](C(=O)O)CCS(=O)(=O)CCC(C(F)(F)F)(C1=NC=CC=C1)O (2s)-2-amino-4-((4,4,4-trifluoro-3-hydroxy-3-(pyridin-2-yl)butyl)sulfonyl)butanoic acid